1-Boc-4-(3-aminopropyl)piperidine C(=O)(OC(C)(C)C)N1CCC(CC1)CCCN